ClC=1C=C2C(=NC1)NC=C2C(=O)C=2C(=C(C=CC2F)NC(=O)C2=NN(C(=C2)S(=O)(=O)C)C2=CC=C(C=C2)F)F N-(3-(5-chloro-1H-pyrrolo[2,3-b]pyridine-3-carbonyl)-2,4-difluorophenyl)-1-(4-fluorophenyl)-5-(methylsulfonyl)-1H-pyrazole-3-carboxamide